CON(C(C1=NC=C(C=C1)OC(F)(F)F)=O)C N-methoxy-N-methyl-5-(trifluoromethoxy)picolinamide